FC(CN1C=NC(=C1C=1C=CC=2N(N1)C(=CN2)C(NO)=N)C2=CC=C(C=C2)F)F 6-(1-(2,2-difluoroethyl)-4-(4-fluorophenyl)-1H-imidazol-5-yl)-N-hydroxyimidazo[1,2-b]pyridazine-3-carboximidamide